(3-fluoro-3-(5-(6-(trifluoromethyl)pyridin-2-yl)-1,3,4-thiadiazol-2-yl)piperidin-1-yl)(1-(oxetan-3-yl)-1H-indol-6-yl)methanone 2,5-dioxopyrrolidin-1-yl-3-fluorobenzoate O=C1N(C(CC1)=O)C1=C(C(=O)O)C=CC=C1F.FC1(CN(CCC1)C(=O)C1=CC=C2C=CN(C2=C1)C1COC1)C=1SC(=NN1)C1=NC(=CC=C1)C(F)(F)F